N1(CCCC1)C=1C=C(C=NC1)C=1N=NN(C1)CC=1N=C2N(C=C(C=C2)CN)C1 1-[2-[[4-(5-pyrrolidin-1-yl-3-pyridinyl)triazol-1-yl]methyl]imidazo[1,2-a]pyridin-6-yl]methylamine